tert-butyl (1R,5S)-6-(4-(4-(benzo[d]thiazol-5-ylamino)quinolin-6-yl)-3-fluorobenzoyl)-3,6-diazabicyclo[3.1.1]heptane-3-carboxylate S1C=NC2=C1C=CC(=C2)NC2=CC=NC1=CC=C(C=C21)C2=C(C=C(C(=O)N1[C@@H]3CN(C[C@H]1C3)C(=O)OC(C)(C)C)C=C2)F